FC1=CC=2N(C=C1NC(OC1=CC=CC=C1)=O)C=C(N2)C phenyl (7-fluoro-2-methylimidazo[1,2-a]pyridin-6-yl)carbamate